tert-butyl (2R,6S)-4-(8-{8-fluoro-2-methylimidazo[1,2-a]pyridine-6-amido}quinoxalin-5-yl)-2,6-dimethylpiperazine-1-carboxylate FC=1C=2N(C=C(C1)C(=O)NC=1C=CC(=C3N=CC=NC13)N1C[C@H](N([C@H](C1)C)C(=O)OC(C)(C)C)C)C=C(N2)C